orotate ammonium salt [NH4+].C(C1=CC(=O)NC(=O)N1)(=O)[O-]